2-bromostyrene BrC1=C(C=C)C=CC=C1